COCCOCCOCCOC1=C(SC=C1)C=1SC=CC1OCCOCCOCCOC 3,3'-bis(2-(2-(2-methoxyethoxy)ethoxy)ethoxy)-2,2'-bithiophene